2-Chloro-5-((4-(2-(4-chlorophenyl)imidazo[1,2-a]pyridin-3-yl)-1H-1,2,3-triazol-1-yl)methyl)-N-methylbenzamide ClC1=C(C(=O)NC)C=C(C=C1)CN1N=NC(=C1)C1=C(N=C2N1C=CC=C2)C2=CC=C(C=C2)Cl